4-bromo-2-(3-bromopropoxy)-1-(3-chloropropoxy)benzene BrC1=CC(=C(C=C1)OCCCCl)OCCCBr